1-(2,4-Dihydroxyphenyl)-3-(3-methoxyphenyl)prop-2-en-1-one OC1=C(C=CC(=C1)O)C(C=CC1=CC(=CC=C1)OC)=O